O=C1NC(CCC1N1C(C2=CC=C(C=C2C1=O)CN1CCC(CC1)N1CCN(CC1)C1=NC(=C(C(=O)N)C=C1)C1=CC=C(C=C1)OC1=CC=CC=C1)=O)=O 6-(4-(1-((2-(2,6-dioxopiperidin-3-yl)-1,3-dioxoisoindoline-5-yl)methyl)piperidine-4-yl)piperazin-1-yl)-2-(4-phenoxyphenyl)nicotinamide